N-allyl-3-chlorobenzamide C(C=C)NC(C1=CC(=CC=C1)Cl)=O